BrC=1C(=CC2=C(N(C[C@H](N(S2(=O)=O)C)CCCC)C(C)(C)C)C1)OC (R)-7-bromo-5-(tert-butyl)-3-butyl-8-methoxy-2-methyl-2,3,4,5-tetrahydrobenzo[f][1,2,5]thiadiazepine 1,1-dioxide